FC=1C=C(C(=NC1)C=1SC=NN1)C1CCN(CC1)C(=O)OC(C)(C)C tert-butyl 4-[5-fluoro-2-(1,3,4-thiadiazol-2-yl)-3-pyridyl]piperidine-1-carboxylate